C1(=CC=CC=C1)[Si]([O-])([O-])C1=CC=CC=C1.[Li+].[Li+] dilithium diphenyl-silanediolate